N-trityl-N'-phenylcarbodiimide C(C1=CC=CC=C1)(C1=CC=CC=C1)(C1=CC=CC=C1)N=C=NC1=CC=CC=C1